2-(1-(cyclopropylsulfonyl)-1H-pyrazol-4-yl)-N-(5-((1-(2,2-difluoroethyl)-1H-pyrazol-4-yl)ethynyl)-4-(9-methyl-3,9-diazaspiro[5.5]undec-3-yl)pyridin-2-yl)pyrimidin-4-amine C1(CC1)S(=O)(=O)N1N=CC(=C1)C1=NC=CC(=N1)NC1=NC=C(C(=C1)N1CCC2(CC1)CCN(CC2)C)C#CC=2C=NN(C2)CC(F)F